N-[2-(2,6-dioxo-3-piperidyl)-3-oxo-isoindolin-5-yl]quinoline-2-carboxamide O=C1NC(CCC1N1CC2=CC=C(C=C2C1=O)NC(=O)C1=NC2=CC=CC=C2C=C1)=O